tert-butyl (3R,4R)-3-(benzyloxycarbonylaminomethyl)-4-hydroxy-pyrrolidine-1-carboxylate C(C1=CC=CC=C1)OC(=O)NC[C@@H]1CN(C[C@@H]1O)C(=O)OC(C)(C)C